C[Si](O[C@@H](C(=O)O)[C@H](O[Si](C)(C)C)[C@H](O[Si](C)(C)C)CO[Si](C)(C)C)(C)C 2,3,4,5-tetra-O-(trimethylsilyl)-ribonic acid